[Si](C)(C)(C(C)(C)C)OC1=CC=C(C=C1)[C@@H]1C(OC(O1)=O)(C)C (R)-5-(4-((tert-butyldimethylsilyl)oxy)phenyl)-4,4-dimethyl-1,3-dioxolan-2-one